CC1(OO1)C dimethyldioxirane